FC1=C(C=C(CC2=NNC(C3=CC=CC=C23)=O)C=C1)P1(CCN(CC1)C1=NC=C(C=C1F)F)=O 4-(4-fluoro-3-(1-(3,5-difluoropyridin-2-yl)-4-oxido-1,4-azaphosphinan-4-yl)benzyl)phthalazin-1(2H)-one